5-(4-cyano-2,5-dimethylphenyl)-2,3-bis(3,5-dimethylphenyl)pyrazine C(#N)C1=CC(=C(C=C1C)C=1N=C(C(=NC1)C1=CC(=CC(=C1)C)C)C1=CC(=CC(=C1)C)C)C